fluorenylmethoxycarbonyl-L-aspartic acid-1-tert-butyl ester C(C)(C)(C)OC([C@@H](NC(=O)OCC1=CC=CC=2C3=CC=CC=C3CC12)CC(=O)O)=O